[Br-].C(CCCCCCCCCCCCCCC)[NH+](CC(O)O)C cetyl-methyl-dihydroxyethyl-ammonium bromide